C(CC\C=C\C(C(C#CC#CC=CC)O)O)O trans-tetradecane-4,12-diene-8,10-diyne-1,6,7-triol